(S)-3-(4,4-difluorocyclohexyl)-6-((1-phenylethyl)amino)pyrimidine-2,4(1h,3h)-dione FC1(CCC(CC1)N1C(NC(=CC1=O)N[C@@H](C)C1=CC=CC=C1)=O)F